2-[1-[4-[2-(cyclopropylmethoxy)-3-pyridyl]-2,6-difluoro-phenyl]-4-piperidyl]acetic acid C1(CC1)COC1=NC=CC=C1C1=CC(=C(C(=C1)F)N1CCC(CC1)CC(=O)O)F